C(C)(=O)[O-].C(C)(=O)[O-].C(C)(=O)[O-].[Al+3] Aluminium(III) triacetate